ClC(=O)SCCC S-propyl chlorothioformate